CN(CC1NC(CC1)=O)CC=1N=C2N(C(C1)=O)C=CC=C2 ((methyl((5-oxopyrrolidin-2-yl)methyl)amino)methyl)-4H-pyrido[1,2-a]pyrimidin-4-one